methyl 2-amino-3,6-difluoro-4-(4-fluoro-1-methylindazole-7-yl)benzoate NC1=C(C(=O)OC)C(=CC(=C1F)C=1C=CC(=C2C=NN(C12)C)F)F